4-hydroxy-1-(3-methyltetrahydrofuran-3-yl)-6-oxo-1,6-dihydropyridine-3-carboxylic acid methyl ester COC(=O)C1=CN(C(C=C1O)=O)C1(COCC1)C